C(CC(C)C)C1=C(N)C=CC=C1 2-isopentyl-aniline